8-(1-aminoethyl)-6-bromo-3-methyl-2-morpholino-quinazolin-4-one NC(C)C=1C=C(C=C2C(N(C(=NC12)N1CCOCC1)C)=O)Br